FC1=CC(=C(C=C1)C1=NC=CC2=C1CN(C2=O)C2=CC=C(C=C2)OC2CCOCC2)OCC(F)(F)F 4-[4-fluoro-2-(2,2,2-trifluoroethoxy)phenyl]-2-{4-[(oxan-4-yl)oxy]phenyl}-2,3-dihydro-1H-pyrrolo[3,4-c]pyridin-1-one